C1(=CC=CC=C1)N1N=NC2=C1C(C1=CC=CC=C1C2=O)=O 1-phenyl-1H-naphtho[2,3-d][1,2,3]triazole-4,9-dione